OC1=C(C=CC(=C1)C)B(O)O (2-hydroxy-4-methylphenyl)boranediol